ClC=1C(=CC2=C([C@@H]([C@](O2)(C2=CC=CC=C2)CN[C@@H]2CC[C@@H](CC2)O)C)C1C1=C(C(=O)N)C=CC(=C1F)OC(F)F)F 2-((2S,3S,4S)-5-chloro-6-fluoro-2-((((cis)-4-hydroxycyclohexyl)amino)methyl)-3-methyl-2-phenyl-2,3-dihydrobenzofuran-4-yl)-4-(difluoromethoxy)-3-fluorobenzamide